BrCC1COCC1 3-bromomethyl-oxolane